5-(benzyloxy)-6-fluoro-1-(4-fluoro-3-methylphenyl)-2-isopropyl-1H-indole C(C1=CC=CC=C1)OC=1C=C2C=C(N(C2=CC1F)C1=CC(=C(C=C1)F)C)C(C)C